NC1C(C2CCC1CC2)C(=O)[O-] (+/-)-trans-3-aminobicyclo[2.2.2]octane-2-carboxylate